(1R,3S)-3-(3-((1-oxoisoindolin-5-yl)amino)-1H-pyrazol-5-yl)cyclopentyl isopropylcarbamate C(C)(C)NC(O[C@H]1C[C@H](CC1)C1=CC(=NN1)NC=1C=C2CNC(C2=CC1)=O)=O